ClC=1C=C(C=CC1)[C@@H](CNC1=C(C(NC=C1)=O)C1=NC2=C(N1)C(=CC(=C2)N2CCOCC2)C)O 4-[[(2S)-2-(3-Chlorophenyl)-2-hydroxyethyl]amino]-3-[7-methyl-5-(4-morpholinyl)-1H-benzimidazol-2-yl]-2(1H)-pyridinone